(E)-2-(1,2-di-p-tolylvinyl)-6-methylpyridine C1(=CC=C(C=C1)/C(=C\C1=CC=C(C=C1)C)/C1=NC(=CC=C1)C)C